3-bromo-5-chloro-1,8-dimethylpyrido[2,3-d]pyridazin-2(1H)-one BrC1=CC=2C(=C(N=NC2Cl)C)N(C1=O)C